8-(4-(3,5-difluorophenyl)-6-(1H-pyrazol-1-yl)-1,3,5-triazin-2-yl)-2-oxa-5,8-diazaspiro[3.5]nonane FC=1C=C(C=C(C1)F)C1=NC(=NC(=N1)N1N=CC=C1)N1CCNC2(COC2)C1